NC=1C=2N(C=CN1)C(=NC2C2=C(C=C(C=C2)C(NC2=NC=CC(=C2)C(F)(F)F)=O)OCC)C21C3CC3C(CC2)CC1 5-[8-Amino-1-(2-ethoxy-4-{[4-(trifluoromethyl)pyridin-2-yl]carbamoyl}phenyl)imidazo[1,5-a]pyrazin-3-yl]tricyclo[3.2.2.02,4]nonan